C(#N)C[C@@H]1CC[C@H](CC1)CNC(OC(C)(C)C)=O tert-butyl (trans-4-(cyanomethyl)cyclohexyl)methylcarbamate